C(=O)(OC(C)(C)C)N[C@@H](CCCN)C(=O)O Nδ-Z-Nα-Boc-L-ornithine